2,2-bis(4-α-hydroxypropylphenyl)propane OC(CC)C1=CC=C(C=C1)C(C)(C)C1=CC=C(C=C1)C(CC)O